ClC=1C=C(C=C(C1)NS(=O)(=O)C)NC(=O)C=1SC(=C(C1)C1=NC=C(C=C1O[C@@H](C)C1=CC(=CC(=C1)F)F)F)C (S)-N-(3-chloro-5-(methylsulfonamido)phenyl)-4-(3-(1-(3,5-difluorophenyl)ethoxy)-5-fluoropyridin-2-yl)-5-methylthiophene-2-carboxamide